OC1=CC=C(C=C1)C1=C(C(=NC(=C1)C1=CC=CC=C1)N)C#N 4-(4-hydroxyphenyl)-6-phenyl-2-amino-3-cyanopyridine